6-(4-amino-2,3-dihydro-1-benzofuran-7-yl)-5-{3-fluoro-4-[(4-methylpyrimidin-2-yl)oxy]phenyl}-7-methyl-5H-pyrrolo[3,2-d]pyrimidine NC1=CC=C(C2=C1CCO2)C2=C(C=1N=CN=CC1N2C2=CC(=C(C=C2)OC2=NC=CC(=N2)C)F)C